C(C)N1C=C(C(C2=CC=CC=C12)=O)C(=O)NN 1-ethyl-4-oxo-quinoline-3-carbohydrazide